5-(3-(((S)-1-(1H-tetrazol-1-yl)propan-2-yl)oxy)-4-chlorophenyl)-N-(1-((1r,4r)-4-morpholinocyclohexyl)-3-(3-(2,2,2-trifluoroethoxy)propoxy)-1H-pyrazol-4-yl)pyrimidin-2-amine N1(N=NN=C1)C[C@H](C)OC=1C=C(C=CC1Cl)C=1C=NC(=NC1)NC=1C(=NN(C1)C1CCC(CC1)N1CCOCC1)OCCCOCC(F)(F)F